OC1=CC=C(C(N)C(=O)O)C=C1 (-)-4-hydroxyphenylglycine